ClC1=NN(C(=C1)C(=O)NC(C(=O)OCC)\C=C\C(C)(C)C)C ethyl (E)-2-(3-chloro-1-methyl-5-pyrazolylcarbonylamino)-5,5-dimethyl-3-hexenoate